6-(2-{6-azaspiro[2.5]octane-6-yl}-4-(2-hydroxyethanesulfonylamino)benzoylamino)-8-(4,4-Difluoropiperidin-1-yl)quinoline-3-carboxylic acid C1CC12CCN(CC2)C2=C(C(=O)NC=1C=C3C=C(C=NC3=C(C1)N1CCC(CC1)(F)F)C(=O)O)C=CC(=C2)NS(=O)(=O)CCO